C(C)N(C1=CC(=CC=C1)N)CC N,N-diethyl-m-phenylenediamine